C(C(C)C)C1=C(C(C(=O)O)=CC=C1)C(=O)O Monoisobutyl-phthalic acid